C(C=C)(=O)O.C(C=C)(=O)O.C1(CCCCCCCCCCC1)(O)O.C1(CCCCCCCCCCC1)(O)O.C1(CCCCCCCCCCC1)(O)O tricyclododecanediol diacrylate